CO\N=C(\C(=O)NC)/C1=C(C(=CC=C1)C)CO/N=C(\C)/C1=NC=CC=C1C(F)(F)F (2E)-2-methoxyimino-N-methyl-2-[3-methyl-2-[[[E]-1-[3-(trifluoromethyl)-2-pyridyl]-ethylideneamino]oxymethyl]phenyl]acetamide